2-((2-((3r,5r,7r)-adamantan-1-yl)acetoxy)methyl)-4-((3-(4-methylpiperazin-1-yl)propanoyl)oxy)butyl (9Z,12Z)-octadeca-9,12-dienoate C(CCCCCCC\C=C/C\C=C/CCCCC)(=O)OCC(CCOC(CCN1CCN(CC1)C)=O)COC(CC12CC3CC(CC(C1)C3)C2)=O